COC1=CC=C(C=C1)C1=CC=C(C=C1)OC 4,4'-dimethoxy-[1,1'-biphenyl]